FC1=C(C(=C(C(=C1Br)F)Br)F)Br 2,4,6-trifluoro-1,3,5-tribromobenzene